(3R,4R)-3-amino-4-ethyl-pyrrolidine-1-carboxylic acid tert-butyl ester L-tartrate C(=O)(O)[C@H](O)[C@@H](O)C(=O)O.C(C)(C)(C)OC(=O)N1C[C@@H]([C@@H](C1)CC)N